tert-butyl 3-((4-((3-chloro-4-(pyridin-2-ylmethoxy)phenyl)amino)-6-nitroquinazolin-7-yl)ethynyl)-3-methylpyrrolidine-1-carboxylate ClC=1C=C(C=CC1OCC1=NC=CC=C1)NC1=NC=NC2=CC(=C(C=C12)[N+](=O)[O-])C#CC1(CN(CC1)C(=O)OC(C)(C)C)C